C(C)OP(=O)(OCC)OC1=C(C=C(C(=O)OC(C)(C)C)C=C1CO)Cl tert-butyl 4-((diethoxyphosphoryl)oxy)-3-chloro-5-(hydroxymethyl)benzoate